[Cl-].[Cl-].C(C)(C)C=1C(C2=CC=CC(=C2C1)C1=CC=C(C=C1)C(C)(C)C)[Zr+2]C1C(=CC2=C(C(=C(C(=C12)C)C)C)C1=CC=C(C=C1)C(C)(C)C)C (2-isopropyl-4-(p-tert-butyl-phenyl)indenyl)(2,5,6,7-tetramethyl-4-(p-tert-butyl-phenyl)indenyl)-zirconium dichloride